N[SiH2]N bisaminosilane